4'-amino-N-benzyl-3'-nitro-[1,1'-biphenyl]-4-carboxamide NC1=C(C=C(C=C1)C1=CC=C(C=C1)C(=O)NCC1=CC=CC=C1)[N+](=O)[O-]